2-[(3R)-3-({6-[2-hydroxy-4-(trifluoromethyl)phenyl]-5-methylpyridazin-3-yl}amino)piperidin-1-yl]-1-(4-hydroxy-4-methylpiperidin-1-yl)ethanone OC1=C(C=CC(=C1)C(F)(F)F)C1=C(C=C(N=N1)N[C@H]1CN(CCC1)CC(=O)N1CCC(CC1)(C)O)C